O1CCOC2=C1C=CC=C2C2=NC(=CC(=C2)NC(=O)[C@H]2CNCC2)OC (R)-Pyrrolidine-3-carboxylic acid [2-(2,3-dihydro-benzo[1,4]dioxin-5-yl)-6-methoxy-pyridin-4-yl]-amide